CN1C(=NC(=C1)C(F)(F)F)C1=CC=C(C=C1)CC1=CN(C2=C1N=C(N=C2)C=2C(=NC=CC2)N2CCC21COC1)C(=O)OC(C)(C)C tert-butyl 7-[[4-[1-methyl-4-(trifluoromethyl)imidazol-2-yl]phenyl]methyl]-2-[2-(6-oxa-1-azaspiro[3.3]heptan-1-yl)-3-pyridyl]pyrrolo[3,2-d]pyrimidine-5-carboxylate